C(C)(=O)O[C@H]1C[C@@]2([C@@H]3CC[C@@H]4C[C@H](CC[C@@]4([C@H]3CC[C@@]2([C@H]1C=1COC(C1)=O)C)C)NC(NCCCC(=O)O)=O)O 4-(3-((3S,5R,8R,9S,10S,13R,14S,16S,17R)-16-acetoxy-14-hydroxy-10,13-dimethyl-17-(5-oxo-2,5-dihydrofuran-3-yl)hexadecahydro-1H-cyclopenta[a]phenanthren-3-yl)ureido)butanoic acid